COC1=CC=C(C=C1)CN1C(C=2N(C(=C1)C)N=CC2C(=O)NC2=CC=C(C=C2)N2CCOCC2)=O 5-[(4-methoxyphenyl)methyl]-7-methyl-N-[4-(morpholin-4-yl)phenyl]-4-oxo-4,5-dihydropyrazolo[1,5-a]pyrazine-3-carboxamide